COC(=O)N1CC(C1)C1=NOC(=N1)C1=CC(=C(C(=C1)[N+](=O)[O-])C)F 3-(5-(3-fluoro-4-methyl-5-nitrophenyl)-1,2,4-oxadiazol-3-yl)azetidine-1-carboxylic acid methyl ester